OC=1C=C(C=CC1)C1COC2=CC(=CC=C2C1C1=CC(=CC=C1)OC)O 1-cis-3-(3-hydroxyphenyl)-4-(3-methoxyphenyl)chroman-7-ol